FC=1C=C2C(=CC1)NC(C21CCN(CC1)CCOC=1C=C2C=NN(C2=C(C1)C(F)(F)F)C1CC(C1)(C)O)=O 5-fluoro-1'-{2-[1-(3-hydroxy-3-methylcyclobutyl)-7-(trifluoromethyl)-1H-indazol-5-yloxy]ethyl}spiro[indoline-3,4'-piperidin]-2-one